4-(9-(4-Amino-5-(4-phenoxyphenyl)-7H-pyrrolo[2,3-d]pyrimidin-7-yl)-3-azaspiro[5.5]undecan-3-yl)butan-1-ol NC=1C2=C(N=CN1)N(C=C2C2=CC=C(C=C2)OC2=CC=CC=C2)C2CCC1(CCN(CC1)CCCCO)CC2